dimethyl (3'-methyl-4-pentyl-[1,1'-biphenyl]-2,6-diyl) bis(benzylphosphonate) C(C1=CC=CC=C1)P(OC)(OC1=C(C(=CC(=C1)CCCCC)OP(OC)(=O)CC1=CC=CC=C1)C1=CC(=CC=C1)C)=O